N-(1-((3-(hydroxymethyl)oxetan-3-yl)methyl)-3-(pyridin-2-yl)-1H-pyrazol-4-yl)-2-(3-methyl-1H-pyrazol-4-yl)thiazole-4-carboxamide formate C(=O)O.OCC1(COC1)CN1N=C(C(=C1)NC(=O)C=1N=C(SC1)C=1C(=NNC1)C)C1=NC=CC=C1